(S)-4-(4-propenoyl-2-methylpiperazin-1-yl)-6-fluoro-1-(2-isopropyl-6-(methylsulfonyl)phenyl)-7-(1-methyl-1H-imidazol-5-yl)pyrido[2,3-d]pyrimidin-2(1H)-one C(C=C)(=O)N1C[C@@H](N(CC1)C=1C2=C(N(C(N1)=O)C1=C(C=CC=C1S(=O)(=O)C)C(C)C)N=C(C(=C2)F)C2=CN=CN2C)C